ClC=1C(=NC=CC1SC=1N=CC(=NC1)N1CCC2([C@@H](C=3N(N=CC3)C2)N)CC1)N1N=CC(=C1)F (S)-1-(5-((3-chloro-2-(4-fluoro-1H-pyrazol-1-yl)pyridin-4-yl)thio)pyrazin-2-yl)-4'H,6'H-spiro[piperidine-4,5'-pyrrolo[1,2-b]pyrazol]-4'-amine